ClC=1C(OC2=CC(=CC=C2C1C)OCCCCCCCCCCCCO)=O 3-chloro-7-[(12-hydroxydodecyl)oxy]-4-methyl-2H-chromen-2-one